(Z)-2-(4-hydroxyphenyl)-3-(pyridazin-3-yl)acrylaldehyde OC1=CC=C(C=C1)/C(/C=O)=C/C=1N=NC=CC1